4-[(tert-butyldiphenylsilyl)oxy]cyclohexane-1-carbaldehyde [Si](C1=CC=CC=C1)(C1=CC=CC=C1)(C(C)(C)C)OC1CCC(CC1)C=O